NC=1C=2N(C=CN1)C(=NC2C2=CC(=C(C=C2)NC(=O)NC2=CC(=NO2)C2(CC2)C(F)(F)F)F)C2CC2 1-(4-(8-amino-3-cyclopropylimidazo[1,5-a]pyrazin-1-yl)-2-fluorophenyl)-3-(3-(1-(trifluoromethyl)cyclopropyl)isoxazol-5-yl)urea